C(C)OC(C1=CC=C(C=C1)N1CCC(CC1)[C@H](O)C1=C(C=CC=C1)C1=CC=C(C=C1)Cl)=O.FC=1C=C2C=CN=CC2=C(C1)C1OC1 6-fluoro-8-(oxiran-2-yl)isoquinoline (S)-ethyl-4-(4-((4'-chloro-[1,1'-biphenyl]-2-yl)(hydroxy)methyl)piperidin-1-yl)benzoate